BrC1=CC=2N=CN=C(C2N=C1N1C[C@H](N(CC1)C(=O)OC(C)(C)C)CO)NC1=CC(=C(C=C1)OC=1C=NC(=CC1)C)C tert-butyl (2S)-4-[7-bromo-4-({3-methyl-4-[(6-methylpyridin-3-yl)oxy]phenyl}amino)pyrido[3,2-d]pyrimidin-6-yl]-2-(hydroxymethyl)piperazine-1-carboxylate